4H-pyrrolo[2,3-d]thiazole-5-carbonyl chloride S1C=NC2=C1C=C(N2)C(=O)Cl